NC1=C(C(=O)N)C=C(C(=C1)OC)O[C@@H]1COCC1 (S)-2-Amino-4-methoxy-5-((tetrahydrofuran-3-yl)oxy)benzamide